ClC1=C(C(=O)OC2CCCOC23CCCO3)C=CC=C1 1,6-dioxaspiro[4.5]decan-10-yl 2-chlorobenzoate